C1NCCC12CN(CCC2)C2=CC=C(C=N2)N2N=CC=1C2=NN2C1C=CC(=C2)OCC (6-(2,7-diazaspiro[4.5]decan-7-yl)pyridin-3-yl)-6-ethoxy-1H-pyrazolo[3',4':3,4]pyrazolo[1,5-a]pyridine